[Si](C)(C)(C(C)(C)C)OC1CC(C1)CO ((1S,3S)-3-((tert-butyldimethylsilyl)oxy)cyclobutyl)methanol